N(C1=CC=CC=C1)N(C1=NN=NC=C1)C(=C(C1=C(C(=CC=C1)S(=O)(=O)O)S(=O)(=O)O)N(NC1=CC=CC=C1)C1=NN=NC=C1)C1=CC=CC=C1 bis(anilinotriazinyl-amino)stilbenedisulfonic acid